4-((1R,3S)-3-ethyl-3-hydroxycyclohexylamino)-2-((1r,4R)-4-methoxycyclohexylamino)pyrimidine-5-carboxamide C(C)[C@]1(C[C@@H](CCC1)NC1=NC(=NC=C1C(=O)N)NC1CCC(CC1)OC)O